CN1N=C2C=C(C=CC2=C1)N1CCN(CC1)C 2-methyl-6-(4-methylpiperazin-1-yl)-2H-indazole